FC=1C=C(C=C(C1OCCOC)OC)\C=N\N(C1=NS(C2=C1C=CC=C2)(=O)=O)C N-[(E)-[3-fluoro-5-methoxy-4-(2-methoxyethoxy)phenyl]methyleneamino]-N-methyl-1,1-dioxo-1,2-benzothiazol-3-amine